dicarbon C#C